ClC=1C=C(C=CC1C(N(C(C1=CC=CC=C1)=O)C=1C=C(C=C(C1)F)/C=C/C(=O)OC)[2H])C1=CC=C(C=C1)N(C)C methyl (E)-3-(3-(N-((3-chloro-4'-(dimethylamino)-[1,1'-biphenyl]-4-yl)methyl-d)benzamido)-5-fluorophenyl)acrylate